Alanosin N[C@@H](CN(O)N=O)C(=O)O